2-(4,4-difluoro-1-hydroxycyclohexyl)-(N-(3-fluoro-3-methylbutyl)-N-methylacetamide) FC1(CCC(CC1)(O)CC(=O)N(C)CCC(C)(C)F)F